N-(7-chloro-6-(1-((3S,4S)-4-hydroxy-3-methyltetrahydrofuran-3-yl)piperidin-4-yl)isoquinolin-3-yl)-2-(1-methyl-1H-pyrazol-4-yl)cyclopropane-1-carboxamide ClC1=C(C=C2C=C(N=CC2=C1)NC(=O)C1C(C1)C=1C=NN(C1)C)C1CCN(CC1)[C@]1(COC[C@H]1O)C